N1C(=NC2=C1C=CC=C2)C=2C=C(NC1=CC=C(C=C1)C=1OC=CN1)C=CC2 3-(1H-benzo[d]imidazol-2-yl)-N-(4-oxazol-2-ylphenyl)aniline